ethylenediaminetetra(ethylenephosphonic acid) C(CN(CCP(O)(O)=O)CCP(O)(O)=O)N(CCP(O)(O)=O)CCP(O)(O)=O